C(C1=CC=CC=C1)OC=1C=C2CCC(=C(C2=CC1)C1=C(C=C(C=C1)N1CCC(CC1)C(OC)OC)C)C1=CC=CC=C1 1-(4-(6-(benzyloxy)-2-phenyl-3,4-dihydronaphthalen-1-yl)-3-methylphenyl)-4-(dimethoxymethyl)piperidine